C1(=CC=CC=C1)N1C2=CC=CC=C2C=2C=C(C=CC12)B1OC(C(O1)(C)C)(C)C 9-phenyl-3-(4,4,5,5-tetramethyl-1,3,2-dioxaborolan-2-yl)-9H-Carbazole